C(=C)[Si]F vinyl-fluorosilicon